ClC=1C=CC2=C3N(N=C2C1)CCC3 7-chloro-2,3-dihydro-1H-pyrrolo[1,2-b]indazole